N-phenyl-1-(phenylsulfanyl)piperidin-4-amine C1(=CC=CC=C1)NC1CCN(CC1)SC1=CC=CC=C1